C(C)(C)(C)OC(CO[C@@H]1CN(CCC1)C1=NC(=NC=C1)N)=O (S)-2-((1-(2-aminopyrimidin-4-yl)piperidin-3-yl)oxy)acetic acid tert-butyl ester